C(C)N(C(OC1=C(C=CC=C1)F)=O)C1=C(N=NN1C)C1=NC(=C(C=C1)NS(=O)(=O)C)C (R)-1-(2-fluorophenyl) ethyl(1-methyl-4-(6-methyl-5-(methyl-sulfonamido) pyridin-2-yl)-1H-1,2,3-triazol-5-yl)carbamate